2,2-dimethyl-1-(3-phenylisoxazolidin-2-yl)but-3-en-1-one CC(C(=O)N1OCCC1C1=CC=CC=C1)(C=C)C